2-benzotriazolyl-4-tert-octylphenol CC(C)(C)CC(C)(C)C1=CC(=C(C=C1)O)N2N=C3C=CC=CC3=N2